(E)-3-(1-tosyl-1H-pyrrolo[2,3-b]pyridin-5-yl)acryloyl chloride S(=O)(=O)(C1=CC=C(C)C=C1)N1C=CC=2C1=NC=C(C2)/C=C/C(=O)Cl